N-(6-((5-bromo-2-((5-chloro-2-methoxy-4-(4-(4-methylpiperazin-1-yl)piperidin-1-yl)phenyl)Amino)pyrimidin-4-yl)(methyl)amino)-2,3-dihydrobenzofuran-5-yl)-N-methylmethanesulfonamide BrC=1C(=NC(=NC1)NC1=C(C=C(C(=C1)Cl)N1CCC(CC1)N1CCN(CC1)C)OC)N(C1=CC2=C(CCO2)C=C1N(S(=O)(=O)C)C)C